2-(4-pyrimidinyl)ethyl 2-methyl-2-propanecarbamate CC(C)(C)NC(=O)OCCC1=NC=NC=C1